ClS(=O)(=O)C1CCC(CC1)CC(C)(C)NC(OC(C)(C)C)=O tert-butyl (1-((1s,4s)-4-(chlorosulfonyl)cyclohexyl)-2-methylpropan-2-yl)carbamate